2-Methylpropionic Acid 4-Nitro-Phenoxycarbonyloxymethyl Ester [N+](=O)([O-])C1=CC=C(OC(=O)OCOC(C(C)C)=O)C=C1